N1-(2,6-Dioxopiperidin-3-yl)-N8-hydroxyoctanediamid O=C1NC(CCC1NC(CCCCCCC(=O)NO)=O)=O